N-(1-(2-(2-Methoxyethoxy)ethyl)-3-(pyridin-2-yl)-1H-pyrazol-4-yl)-5'-methyl-[2,3'-bipyridin] COCCOCCN1N=C(C(=C1)N1C(=CC=CC1)C=1C=NC=C(C1)C)C1=NC=CC=C1